[2-chloro-4-(trifluoromethyl)phenyl]methanamine ClC1=C(C=CC(=C1)C(F)(F)F)CN